[Ni]=O.[Li] Lithium-Nickel Oxide